(R)-4-(3-chloro-2-fluorophenylamino)-7-methoxyquinazolin-6-yl-2,4-dimethylpiperazine ClC=1C(=C(C=CC1)NC1=NC=NC2=CC(=C(C=C12)N1[C@@H](CN(CC1)C)C)OC)F